C1(CC1)C=1C(=NC=C(N1)C=1N=NN(C1CO)C)O[C@@H]1C[C@H](CCC1)C(=O)OC methyl (1S,3S)-3-((3-cyclopropyl-5-(5-(hydroxymethyl)-1-methyl-1H-1,2,3-triazol-4-yl)pyrazin-2-yl)oxy)cyclohexane-1-carboxylate